P1(=O)(OC2=C(C=C(C=C2C(C)(C)C)C(C)(C)C)CC2=C(C(=CC(=C2)C(C)(C)C)C(C)(C)C)O1)[O-].[Na+] sodium 2,2'-methylenebis(4,6-di-tertbutylphenyl) phosphate